5-(8-(6-azaspiro[3.4]octan-6-yl)imidazo[1,2-b]pyridazin-6-yl)pyrimidine-2,4(1H,3H)-dione C1CCC12CN(CC2)C=2C=1N(N=C(C2)C=2C(NC(NC2)=O)=O)C=CN1